(R)-1-(4-fluorophenyl)-N-(5-((3-((1-methoxy-propan-2-yl)amino)-1H-pyrazolo[3,4-b]pyridin-4-yl)oxy)pyridin-2-yl)-5-methyl-2-oxo-1,2-dihydropyridine-3-carboxamide FC1=CC=C(C=C1)N1C(C(=CC(=C1)C)C(=O)NC1=NC=C(C=C1)OC1=C2C(=NC=C1)NN=C2N[C@@H](COC)C)=O